O1C(OCC1)CCC(C(C)C)N1CC(C1)C1=CC(=C2C=NN(C2=C1)C)C1=C(C=C(C=C1)F)C(=O)N1[C@@H](COCC1)C 6-{1-[1-(1,3-dioxolan-2-yl)-4-methylpentan-3-yl]azetidin-3-yl}-4-{4-fluoro-2-[(3R)-3-methylmorpholine-4-carbonyl]phenyl}-1-methyl-1H-indazole